Cl.NC1=CC=C(C=N1)B(O)O 6-AMINOPYRIDINE-3-BORONIC ACID-HCL